C(C)(CC)NCCCN N-(sec-butyl)propane-1,3-diamine